N-((1S,3r)-3-(5-(5-ethoxypyridin-2-yl)-4-(2-fluorophenyl)-4H-1,2,4-triazol-3-yl)cyclobutyl)-1,6-naphthyridine-2-carboxamide C(C)OC=1C=CC(=NC1)C=1N(C(=NN1)C1CC(C1)NC(=O)C1=NC2=CC=NC=C2C=C1)C1=C(C=CC=C1)F